2-((6-bromoisoquinolin-1-yl)oxy)ethan-1-ol BrC=1C=C2C=CN=C(C2=CC1)OCCO